[3,3'-bipyridine]-5-carboxamide N1=CC(=CC(=C1)C(=O)N)C=1C=NC=CC1